(Z)-ethyl 5-(hydroxymethylene)-4-oxo-3-(trifluoromethyl)-4,5,6,7-tetrahydro-1-benzofuran-2-carboxylate O\C=C/1\CCC2=C(C(=C(O2)C(=O)OCC)C(F)(F)F)C1=O